tert-butyl 3-acetamido-5-{[1-(2,2,2-trifluoroethyl)-4H,5H,6H-cyclopenta[c]pyrazol-5-yl]methoxy}indole-1-carboxylate C(C)(=O)NC1=CN(C2=CC=C(C=C12)OCC1CC2=C(N(N=C2)CC(F)(F)F)C1)C(=O)OC(C)(C)C